3-chloro-5-{2-[3-{[(6-methanesulfonylpyridin-3-yl)oxy]methyl}-4-methylpyrrolidin-1-yl]ethyl}benzonitrile ClC=1C=C(C#N)C=C(C1)CCN1CC(C(C1)C)COC=1C=NC(=CC1)S(=O)(=O)C